S1SSCSCC1 1,2,3,5-tetrathiepane